CC1=NC2=C(C=CC(=C2C=C1)NC1CCN(CC1)CC(N1[C@@H](C[C@@H](C1)F)C#N)=O)C(=O)N methyl-5-[[1-[2-oxo-2-[(2S,4S)-2-cyano-4-fluoro-pyrrolidin-1-yl]ethyl]-4-piperidinyl]amino]quinoline-8-carboxamide